6,7,8,9-tetrahydro-5H-5,8-methanocyclohepta[b]pyridin-3-amine N1=C2C(=CC(=C1)N)C1CCC(C2)C1